2-(4-amino-7-(trifluoromethyl)-9H-pyrimido[4,5-b]indol-9-yl)acetic acid NC1=NC=NC=2N(C3=CC(=CC=C3C21)C(F)(F)F)CC(=O)O